4,6-dicyclopropyl-1H,2H,3H-pyrrolo[3,4-c]pyridin-1-one C1(CC1)C1=NC(=CC2=C1CNC2=O)C2CC2